C1(=CC=C(C=C1)C1=C(C(=O)N)C=CC(=C1)N)C1=C(C(=O)N)C=CC(=C1)N p-phenylene-bis(p-aminobenzamide)